FC(C(C(C=1C=C(N[N+]#N)C=CC1)(F)F)(F)F)(C(F)(F)F)F.FC(C(C(F)(F)NC1=CC=CC=C1)(F)F)(C(F)(F)F)F (nonafluorobutylaniline)-m-nonafluorobutylanilinediazonium salt